α-hydroxybehenic acid OC(C(=O)O)CCCCCCCCCCCCCCCCCCCC